FC(C1=C(C=CC(=C1)C(F)(F)F)[C@@H](C)N1N=CC(=C1)NC(=O)C1=NNC(=C1)C1=NC=CN=C1)(F)F (R)-N-(1-(1-(2,4-bis(trifluoromethyl)phenyl)ethyl)-1H-pyrazol-4-yl)-5-(pyrazin-2-yl)-1H-pyrazole-3-carboxamide